[N+](=O)([O-])C1=NN2C(N=CC=C2)=C1 2-nitropyrazolo[1,5-a]pyrimidine